FC1(CCC(CC1)[C@@]1(C(NC2=C(C=CC=C12)C(F)(F)F)=O)C1=CC2=C(B(OC2)O)C=C1)F (R)-3-(4,4-difluorocyclohexyl)-3-(1-hydroxy-1,3-dihydrobenzo[c][1,2]oxaborol-5-yl)-7-(trifluoromethyl)indolin-2-one